CC1(OC(OC1(F)C)=O)F 4,5-dimethyl-4,5-difluoro-1,3-dioxolan-2-one